ClC1=CC(=C(C=C1)C1=NC(=CC=2N=C(N(C(C21)=O)C)C)N2C[C@@H](OCC2)C2=NOC(=N2)C)F 5-(4-chloro-2-fluorophenyl)-2,3-dimethyl-7-((2R)-2-(5-methyl-1,2,4-oxadiazol-3-yl)-4-morpholinyl)pyrido[4,3-d]pyrimidin-4(3H)-one